C1=CC=CN2C=CC=3C(=C12)N=C1C=CC=CC13 indolo[2,3-a]quinolizine